1-methyl-2-oxocyclopentane methyl-formate sodium salt [Na].COC=O.CC1C(CCC1)=O